5-((3-(2-(dimethylamino)ethyl)-1H-indol-6-yl)oxy)-5-oxopentanoic acid CN(CCC1=CNC2=CC(=CC=C12)OC(CCCC(=O)O)=O)C